N1C(=CC=C1)C=1C=C(C=CC1)[C@@H](C)NC(C1=C(C=CC(=C1)NC1CNC1)C)=O (R)-N-(1-(3-(1H-pyrrol-2-yl)phenyl)ethyl)-5-(azetidin-3-ylamino)-2-methylbenzamide